C[C@@H]1N(CCC1)CC1=CC=2C=NC(=CC2N1COCC[Si](C)(C)C)NC(C1=CC=C(C=C1)C=1C=NN(C1)CCOC1OCCCC1)=O N-(2-[[(2S)-2-methylpyrrolidin-1-yl]methyl]-1-[[2-(trimethylsilyl)ethoxy]methyl]pyrrolo[3,2-c]pyridin-6-yl)-4-[1-[2-(oxan-2-yloxy)ethyl]pyrazol-4-yl]benzamide